(tert-butyl 6-(2-(6-cyanopyridin-2-yl)-2-methylpropanyl) pyridin-3-yl) carbamate C(N)(OC=1C(=NC(=CC1)CC(C)(C)C1=NC(=CC=C1)C#N)C(C)(C)C)=O